C1(=CC=CC=C1)C(C#N)=C(C1=CC=CC=C1)C1=CC=CC=C1 2,3,3-Triphenylacrylonitrile